N-(3-(tert-butyl)-1-methyl-1H-pyrazol-5-yl)-6-(6-methylimidazo[1,2-a]pyridine-3-carbonyl)-4,5,6,7-tetrahydrothieno[2,3-c]pyridine-3-carboxamide C(C)(C)(C)C1=NN(C(=C1)NC(=O)C1=CSC=2CN(CCC21)C(=O)C2=CN=C1N2C=C(C=C1)C)C